C(C)OC=1C(=NC=C(C1)F)OC=1C=C(C=NC1)C1=NC=C(C=N1)C(=O)N[C@@H]1CNC[C@H](C1)F 2-(5-((3-ethoxy-5-fluoropyridin-2-yl)oxy)pyridin-3-yl)-N-((3s,5s)-5-fluoropiperidin-3-yl)pyrimidine-5-carboxamide